N-(6-acetamidoisoquinolin-3-yl)-1-methylpiperidine-4-carboxamide C(C)(=O)NC=1C=C2C=C(N=CC2=CC1)NC(=O)C1CCN(CC1)C